(4-((R)-2-(4-chloro-3,5-difluorophenyl)propyl)-6-(((R)-1-hydroxy-4-methylpent-2-yl)amino)-1,3,5-triazin-2-yl)methanesulfonamide ClC1=C(C=C(C=C1F)[C@@H](CC1=NC(=NC(=N1)N[C@@H](CO)CC(C)C)CS(=O)(=O)N)C)F